1-trityl-1H-indazole-6-carbaldehyde C(C1=CC=CC=C1)(C1=CC=CC=C1)(C1=CC=CC=C1)N1N=CC2=CC=C(C=C12)C=O